N-[1-(hydroxymethyl)cyclopropyl]-5-[(2-methoxypyridin-3-yl)methoxy]-2-methyl-1-benzothiophene-3-carboxamide OCC1(CC1)NC(=O)C1=C(SC2=C1C=C(C=C2)OCC=2C(=NC=CC2)OC)C